2-(1-(3,5-difluorophenyl)-1H-pyrazol-4-yl)propanoic acid FC=1C=C(C=C(C1)F)N1N=CC(=C1)C(C(=O)O)C